NC1=CC(=C(C(=C1)OC)C=1C=C2C(=CN1)N(N=C2C=2C=NN(C2)C)C(=O)OC(C)(C)C)F tert-Butyl 5-(4-amino-2-fluoro-6-methoxyphenyl)-3-(1-methyl-1H-pyrazol-4-yl)-1H-pyrazolo[3,4-c]pyridine-1-carboxylate